C1(CC1)C(=O)N1CCC(C1)OCC=1N=NN(C1)CC (cyclopropanecarbonyl)-4-((1-ethyl-1H-1,2,3-triazol-4-yl)methoxy)pyrrolidin